INOSINE [C@@H]1([C@H](O)[C@H](O)[C@@H](CO)O1)N1C=NC=2C(O)=NC=NC12